ClC1=CN=CC(=N1)C(C(=O)OC)(C)C Methyl 2-(6-chloropyrazin-2-yl)-2-methylpropanoate